6-(2-chlorophenyl)-2-phenylquinazolin-8-yl trifluoromethanesulfonate FC(S(=O)(=O)OC=1C=C(C=C2C=NC(=NC12)C1=CC=CC=C1)C1=C(C=CC=C1)Cl)(F)F